C[C@@]1(OC2=C(C(=C(C(=C2CC1)C)O)C)C)CCC[C@@H](CCC[C@@H](CCCC(C)C)C)C (2R)-2,5,7,8-tetramethyl-2-[(4r,8r)-(4,8,12-trimethyltridecyl)]-6-chromanol